3-(2,6-dichloropyridin-3-yl)-2,2-dimethylpropan-1-amine ClC1=NC(=CC=C1CC(CN)(C)C)Cl